CN1NNCCC1 methyl-hexahydro-triazine